6-(3-Fluorophenyl)imidazo[1,2-b]pyridazine FC=1C=C(C=CC1)C=1C=CC=2N(N1)C=CN2